ClC=1C(N(C(=CC1OCC1=NC=C(C(=C1)C)F)C)C1=CC(=NC=C1C)C1=NC(=NC=C1)C(C)(C)O)=O rel-3-chloro-4-[(5-fluoro-4-methylpyridin-2-yl)methoxy]-2'-[2-(2-hydroxypropan-2-yl)pyrimidin-4-yl]-5',6-dimethyl-[1,4'-bipyridin]-2-one